3-(7-(3,3-difluoroazetidin-1-yl)-6-((6-(oxetane-3-yl)-5,6,7,8-tetrahydro-1,6-naphthyridin-2-yl)methoxy)-[1,2,4]triazolo[4,3-b]pyridazin-3-yl)-5-methylisoxazole FC1(CN(C1)C1=CC=2N(N=C1OCC1=NC=3CCN(CC3C=C1)C1COC1)C(=NN2)C2=NOC(=C2)C)F